(4S)-4-azido-2-(but-2-en-1-yl)piperidine-1,2-dicarboxylate N(=[N+]=[N-])[C@@H]1CC(N(CC1)C(=O)[O-])(C(=O)[O-])CC=CC